C(C)(=O)[Ru]Cl (acetyl)chlororuthenium